FC(C(=O)O)(F)F.N[C@@H](CC(=O)OCC1=CC=CC=C1)C(=O)N[C@H](C(=O)NCC1=CC=CC2=CC=CC=C12)C benzyl (S)-3-amino-4-(((S)-1-((naphthalen-1-ylmethyl)amino)-1-oxopropan-2-yl)amino)-4-oxobutanoate 2,2,2-trifluoroacetate